C(C)(=O)OCCOC=1C=CC2=C(N=C(S2)NC(=O)C=2C=NC(=CC2C2=CC(=NC=C2OC)Cl)C)C1 2-[(2-{2'-chloro-5'-methoxy-6-methyl-[4,4'-bipyridine]-3-amido}-1,3-benzothiazol-5-yl)oxy]ethyl acetate